ClC(C)C1=NC=NN1C1=CC=C(C=C1)OC(F)(F)F 5-(1-chloroethyl)-1-[4-(trifluoro-methoxy)phenyl]-1,2,4-triazole